3-[3-[(2S)-2-[[4-(3,8-diazabicyclo[3.2.1]octan-3-yl)-8-fluoro-7-(8-fluoro-3-hydroxy-1-naphthyl)pyrido[4,3-d]pyrimidin-2-yl]oxymethyl]pyrrolidin-1-yl]propoxy]propanoic acid C12CN(CC(CC1)N2)C=2C1=C(N=C(N2)OC[C@H]2N(CCC2)CCCOCCC(=O)O)C(=C(N=C1)C1=CC(=CC2=CC=CC(=C12)F)O)F